C(=O)(O)C(C(=O)NNC1=CC=CC=C1)=C 1-(2-carboxyacryloyl)-2-phenylhydrazine